FC=1N=C(SC1CN1CC2(C[C@@H]1C)OCC=1C(=NC=CC12)OC)NC(C)=O N-(4-fluoro-5-(((5's)-4-methoxy-5'-methyl-3H-spiro[furo[3,4-c]pyridin-1,3'-pyrrolidin]-1'-yl)methyl)thiazol-2-yl)acetamide